NC=1SC2=C(N1)C=CC(=C2)N(C(=O)NC2=CC=C(C=C2)OC(C)C)CCN2CCOCC2 1-(2-aminobenzo[d]thiazol-6-yl)-1-[2-(4-morpholinyl)ethyl]-3-(4-isopropoxyphenyl)urea